N-(2,3-dihydrobenzo[b][1,4]dioxin-6-yl)-2-(3-(4-ethylphenyl)-6-oxopyridazin-1(6H)-yl)acetamide O1C2=C(OCC1)C=C(C=C2)NC(CN2N=C(C=CC2=O)C2=CC=C(C=C2)CC)=O